ClC1=C(C2=C(CN([C@H]2C2=C(C(=CC=C2)F)C=2C(=NN(C2)CC)C(F)(F)F)C(C=C)=O)S1)C (S)-1-(2-chloro-4-(2-(1-ethyl-3-(trifluoromethyl)-1H-pyrazol-4-yl)-3-fluorophenyl)-3-methyl-4,6-dihydro-5H-thieno[2,3-c]pyrrol-5-yl)prop-2-en-1-one